O[C@@H]1CN(CC1)CC(=O)N1C[C@H](CC1)C(=O)N(C)[C@H](C(=O)OC(C)(C)C)C(C)C tert-butyl (2S)-2-[1-[(3S)-1-[2-[(3S)-3-hydroxypyrrolidin-1-yl]acetyl]pyrrolidin-3-yl]-N-methylformamido]-3-methylbutanoate